(E)-7-(3-(4-bromo-2-methoxybenzylidene)-2,5-dioxopyrrolidinyl)-N-hydroxyheptanamide BrC1=CC(=C(\C=C/2\C(N(C(C2)=O)CCCCCCC(=O)NO)=O)C=C1)OC